C(CCCCC=CCCCCCCCCCCC)(=O)C(O)(C[N+](C)(C)C)CC([O-])=O Octadec-6-enoylcarnitine